C1(CC1)COC=1C=CC(=NC1)NC([C@H](C)N1C[C@@H](CCC1)C1=CNC(C=C1C(F)(F)F)=O)=O (S)-N-(5-(cyclopropylmethoxy)pyridin-2-yl)-2-((S)-3-(6-oxo-4-(trifluoromethyl)-1,6-dihydropyridin-3-yl)piperidin-1-yl)propanamide